C(C)(C)(C)N1N=CC(=C1)C(=O)NCC1=C(C=C(C=C1)C1=NC=NN2C1=CC(=C2)C=2C=NN(C2)C)C(F)F 1-(tert-butyl)-N-(2-(difluoromethyl)-4-(6-(1-methyl-1H-pyrazol-4-yl)pyrrolo[2,1-f][1,2,4]triazin-4-yl)benzyl)-1H-pyrazole-4-carboxamide